bis[2,2'-(chloromethylene)-dipyridine] copper [Cu].ClC(C1=NC=CC=C1)C1=NC=CC=C1.ClC(C1=NC=CC=C1)C1=NC=CC=C1